C(C)(C)C1=C2C=C(N=CC2=C(C=C1)N1[C@@H]([C@H](C1)CS(=O)(=O)C)C)NC1=NC(=NC=C1)C=1C=NN(C1)[C@H](C(F)(F)F)C 5-isopropyl-8-((2R,3S)-2-methyl-3-((methylsulfonyl)methyl)azetidin-1-yl)-N-(2-(1-((S)-1,1,1-trifluoropropan-2-yl)-1H-pyrazol-4-yl)pyrimidin-4-yl)isoquinolin-3-amine